n-hexyl triacontanoate C(CCCCCCCCCCCCCCCCCCCCCCCCCCCCC)(=O)OCCCCCC